C1(C=CC(N1C1(C(=O)NCCCC1)C(C1=CC=CC=C1)=O)=O)=O maleimidobenzoyl-caprolactam